The molecule is an epoxy(hydroxy)icosatrienoic acid that is (5Z,11Z,14Z)-icosatrienoic acid having the epoxide group across positions 8-9 and the hydroxy substituent located at position 20. It is an omega-hydroxy fatty acid and an epoxy(hydroxy)icosatrienoic acid. It derives from an arachidonic acid. It is a conjugate acid of an 8,9-epoxy-20-hydroxy-(5Z,11Z,14Z)-icosatrienoate. C(CC/C=C\\C/C=C\\CC1C(O1)C/C=C\\CCCC(=O)O)CCO